5-tert-butyl-N-[[4-[6-[2-[4-[4-(2,6-dioxo-3-piperidyl)phenyl]-1-piperidyl]ethyl]pyrrolo[2,1-f][1,2,4]triazin-4-yl]-2-methyl-phenyl]methyl]-1,2,4-oxadiazole-3-carboxamide TFA salt OC(=O)C(F)(F)F.C(C)(C)(C)C1=NC(=NO1)C(=O)NCC1=C(C=C(C=C1)C1=NC=NN2C1=CC(=C2)CCN2CCC(CC2)C2=CC=C(C=C2)C2C(NC(CC2)=O)=O)C